C(CCCCCCCCCCCC)P(O)(O)O.P(OCCCCCCCCCCCCC)(O)O tridecyl phosphite (tridecyl phosphite)